CC=1C(OCC1)C1(CN(CC1)CC1=CC=C(C=C1)NC(C)=O)CCC1=CC=CC=C1 N-(4-((3-(3-methyl-2,5-dihydrofuran-2-yl)-3-phenethyl-pyrrolidin-1-yl)methyl)phenyl)acetamide